(2-(7-(2-(1H-Imidazol-1-yl)ethoxy)-1-(cyclopropylmethyl)-1H-pyrrolo[2,3-c]pyridin-2-yl)-3-methylpyrazolo[1,5-a]pyridin-6-yl)((3R,5R)-3-amino-5-fluoropiperidin-1-yl)methanone N1(C=NC=C1)CCOC=1N=CC=C2C1N(C(=C2)C2=NN1C(C=CC(=C1)C(=O)N1C[C@@H](C[C@H](C1)F)N)=C2C)CC2CC2